2-bromo-5-cyclopropylthiazole-4-carboxylic acid BrC=1SC(=C(N1)C(=O)O)C1CC1